OCC1=CC=C(C=C1)C=O 4-(hydroxymethyl)benzene-1-carbaldehyde